(S)-N-(6-Chloroimidazo[1,2-b]pyridazin-2-yl)-2-((S)-3,3-difluorocyclopentyl)-2-(4-(2-methyl-2H-tetrazol-5-yl)phenyl)acetamide ClC=1C=CC=2N(N1)C=C(N2)NC([C@H](C2=CC=C(C=C2)C=2N=NN(N2)C)[C@@H]2CC(CC2)(F)F)=O